Cl.COC([C@@H](CN)O)=O (2R)-3-amino-2-hydroxy-propionic acid methyl ester hydrochloride